CN1C(N(C2=C1C(=CC=C2)C2=CC=C(C=C2)N2CCNCC2)C2C(NC(CC2)=O)=O)=O 3-{3-methyl-2-oxo-4-[4-(piperazin-1-yl)phenyl]-1,3-benzodiazol-1-yl}piperidine-2,6-dione